(1S,3S,5S)-N-((R)-1-(5-carbamimidoylthiophen-2-yl)ethyl)-2-((9,9-difluoro-9H-fluorene-3-carbonyl)glycyl)-5-methyl-2-azabicyclo[3.1.0]hexane-3-carboxamide C(N)(=N)C1=CC=C(S1)[C@@H](C)NC(=O)[C@H]1N([C@H]2C[C@]2(C1)C)C(CNC(=O)C=1C=CC=2C(C3=CC=CC=C3C2C1)(F)F)=O